OC1=CC=C(C=C1)C(CCCCCCCC)C1=CC=C(C=C1)O 1,1-bis(4'-hydroxyphenyl)n-nonane